C(CCC)OC1=CC=C(C=C1)C1(C=CC2=C(O1)C=1C=C(C(=CC1C1=C2C(C2=CC(=CC=C21)C(F)(F)F)(CCC)CCC)N2CCCCC2)OC)C2=CC=C(C=C2)OCCCC 3,3-bis-(4-butoxyphenyl)-6-methoxy-7-piperidino-11-trifluoromethyl-13,13-di-n-propyl-3H,13H-indeno[2',3':3,4]naphtho[1,2-b]pyran